N-((1R,3S)-3-((6-chloro-2-(trifluoromethyl)quinolin-4-yl)amino)cyclohexyl)-1H-imidazole-1-carboxamide ClC=1C=C2C(=CC(=NC2=CC1)C(F)(F)F)N[C@@H]1C[C@@H](CCC1)NC(=O)N1C=NC=C1